3,7-dioxaoctanol C(COCCCOC)O